(S)-N-((7-Chloroimidazo[1,2-b]pyridazin-2-yl)(4,4-difluorocyclohexyl)methyl)-2-(3,3,3-trifluoropropyl)-2H-1,2,3-triazole-4-carboxamide ClC1=CC=2N(N=C1)C=C(N2)[C@@H](NC(=O)C2=NN(N=C2)CCC(F)(F)F)C2CCC(CC2)(F)F